4,5,6,7-Tetrahydrobenzothiazole S1C=NC2=C1CCCC2